C(C1=CC=CC=C1)(C1=CC=CC=C1)C=1C(=CC(=NC1)C(=O)O)C 5-benzhydryl-4-methyl-pyridine-2-carboxylic acid